OCC1=CN=CNC1=O 5-(hydroxymethyl)-6-oxopyrimidin